C(C1=CC=CC=C1)N1CCN(CC1)C(=O)C1=CC=C(C=C1)NS(=O)(=O)C=1C=CC=C2C=CC=NC12 N-(4-(4-benzylpiperazine-1-carbonyl)phenyl)quinoline-8-sulfonamide